Methyl 1-methyl-5-(3,3,3-trifluoropropyl)-4,5,6,7-tetrahydro-1H-imidazo[4,5-c]pyridine-2-carboxylate CN1C(=NC=2CN(CCC21)CCC(F)(F)F)C(=O)OC